ClC=1C(=NC=CN1)C(=O)OC(C)(C)C tert-butyl 3-chloropyrazine-2-carboxylate